(2S)-N-[[(6S)-2-[(5-fluoro-2-oxo-indolin-3-ylidene)methyl]-3-methyl-4,5,6,7-tetrahydro-1H-indol-6-yl]methyl]-2-(methylamino)propanamide FC=1C=C2C(C(NC2=CC1)=O)=CC=1NC=2C[C@H](CCC2C1C)CNC([C@H](C)NC)=O